N-[5-(2-chlorophenyl)-1-trityl-1H-indazol-3-yl]-1-methylpiperidine-4-carboxamide ClC1=C(C=CC=C1)C=1C=C2C(=NN(C2=CC1)C(C1=CC=CC=C1)(C1=CC=CC=C1)C1=CC=CC=C1)NC(=O)C1CCN(CC1)C